FC=1C(=C(C=O)C=C(C1)C(=O)N1CCC(CC1)C1=CC=C(C=C1)N1CCCC1)O 3-fluoro-2-hydroxy-5-(4-(4-(pyrrolidin-1-yl)phenyl)piperidine-1-carbonyl)benzaldehyde